C(#N)C1CN(C1)C1=C(C=NC2=C(C(=CC=C12)F)C1=C(C(=CC(=C1)F)F)F)C(=O)NN1CCOC2=C1C=CC=C2 4-(3-cyanoazetidin-1-yl)-N-(2,3-dihydro-1,4-benzoxazin-4-yl)-7-fluoro-8-(2,3,5-trifluorophenyl)quinoline-3-carboxamide